O=C1OC2=CC=CC=C2C(=C1)OCC1CN(C1)C(=O)OC(C)(C)C tert-butyl 3-(((2-oxo-2H-chromen-4-yl)oxy)methyl)azetidine-1-carboxylate